2-bromo-6-fluorobenzonitrile BrC1=C(C#N)C(=CC=C1)F